2-ditertbutylphosphino-2',4',6'-tri-isopropyl-1,1'-biphenyl C(C)(C)(C)P(C1=C(C=CC=C1)C1=C(C=C(C=C1C(C)C)C(C)C)C(C)C)C(C)(C)C